1-(4-chlorobenzyl)-3-(6-(hydroxymethyl)spiro[3.3]heptan-2-yl)urea ClC1=CC=C(CNC(=O)NC2CC3(C2)CC(C3)CO)C=C1